(2S)-2-hydroxy-1-((3aR,5R,6aS)-5-((5-(5-(1-methylpyrrolidine-3-carbonyl)-thiazol-2-yl)-1H-pyrrolo[2,3-b]pyridin-4-yl)amino)hexahydrocyclopenta[c]pyrrol-2(1H)-yl)-propan-1-one O[C@H](C(=O)N1C[C@@H]2[C@H](C1)CC(C2)NC2=C1C(=NC=C2C=2SC(=CN2)C(=O)C2CN(CC2)C)NC=C1)C